ClC(C#N)=C 2-chloroacrylonitrile